bitartrate [O-]C(=O)C(O)C(O)C(=O)O